((3-(((RS)-6-((4,4-difluorocyclohexyl)amino)hexan-2-yl)oxy)-5-methylpyrazin-2-yl)sulfonyl)-L-proline FC1(CCC(CC1)NCCCC[C@@H](C)OC=1C(=NC=C(N1)C)S(=O)(=O)N1[C@@H](CCC1)C(=O)O)F |&1:12|